(4-acetoxyphenyl)-5-(3,4,5-trimethoxyphenyl)-1,3,4-oxadiazole C(C)(=O)OC1=CC=C(C=C1)C=1OC(=NN1)C1=CC(=C(C(=C1)OC)OC)OC